FC1=CC=C(OCC2=NOC(O2)=O)C=C1 3-(p-fluorophenoxy)methyl-1,4,2-dioxazol-5-one